1-[4-(Dimethylamino)-6,7-dimethyl-1,3-dihydro-2H-pyrrolo[3,4-c]pyridin-2-yl]-2-[1-(pyrimidin-5-yl)azetidin-3-yl]ethanon CN(C1=NC(=C(C2=C1CN(C2)C(CC2CN(C2)C=2C=NC=NC2)=O)C)C)C